5-methylpyridazine CC=1C=CN=NC1